CC1=CC=C(C=C1)S(=O)(=O)OCCO[Si](C)(C)C(C)(C)C 2-[tert-butyl(dimethyl)silyl]oxyethyl 4-methylbenzenesulfonate